2-(4-Bromobenzoyl)-3,4-dihydro-1H-isoquinoline-6-carboxylic acid BrC1=CC=C(C(=O)N2CC3=CC=C(C=C3CC2)C(=O)O)C=C1